FC1=C(C(=CC=C1)F)C(C)N1C[C@@H](N(C[C@H]1C)C1=CC(N(C=2C=CC(=NC12)C#N)C)=O)C 8-[(2s,5r)-4-[1-(2,6-difluorophenyl)ethyl]-2,5-dimethylpiperazin-1-yl]-5-methyl-6-oxo-5,6-dihydro-1,5-naphthyridine-2-carbonitrile